OC1=NC=NC(=C1C=O)O 4,6-dihydroxypyrimidine-5-carbaldehyde